OCC1CC=2C(=NC=3N(C2N(C2CC(C2)NC(OC(C)(C)C)=O)CC2=CC=C(C=C2)OC)N=CC3)C13CC3 tert-Butyl ((1R,3R)-3-((6-(hydroxymethyl)-6,7-dihydrospiro[cyclopenta[d]pyrazolo[1,5-a]pyrimidine-5,1'-cyclopropane]-8-yl)(4-methoxybenzyl)amino)cyclobutyl)carbamate